tert-butyl (2R,4R)-2-(((S)-1-((4-(N-((hexyloxy)carbonyl)carbamimidoyl)benzyl)amino)-1-oxopropan-2-yl)carbamoyl)-4-phenylpyrrolidine-1-carboxylate C(CCCCC)OC(=O)NC(=N)C1=CC=C(CNC([C@H](C)NC(=O)[C@@H]2N(C[C@H](C2)C2=CC=CC=C2)C(=O)OC(C)(C)C)=O)C=C1